N-Cyclopropyl-2-((3-(3-fluorophenethyl)-4-oxo-3,4-dihydropteridin-2-yl)thio)acetamide C1(CC1)NC(CSC1=NC2=NC=CN=C2C(N1CCC1=CC(=CC=C1)F)=O)=O